(2S,4S)-4-fluoro-2-(4-(5-methyl-1H-pyrazol-4-yl)indoline-1-carbonyl)pyrrolidine-1-carbonitrile F[C@H]1C[C@H](N(C1)C#N)C(=O)N1CCC2=C(C=CC=C12)C=1C=NNC1C